BrC=1C=CC=C2N=CC(=NC12)C=1C=NN(C1)C1CCN(CC1)C1CC2=CC=C(C=C2C1)NC1=NC=CC(=N1)NC1=C2CN(C(C2=CC=C1)=O)C1C(NC(CC1)=O)=O 3-(4-((2-((2-(4-(4-(8-bromoquinoxalin-2-yl)-1H-pyrazol-1-yl)piperidin-1-yl)-2,3-dihydro-1H-inden-5-yl)amino)pyrimidin-4-yl)amino)-1-oxoisoindolin-2-yl)piperidine-2,6-dione